O=C\1OCC/C1=C/[C@H](C[C@H]1C(NCC1)=O)NC(OC(C)(C)C)=O tert-butyl N-[(1S,2Z)-2-(2-oxotetrahydrofuran-3-ylidene)-1-[[(3S)-2-oxopyrrolidin-3-yl]methyl]ethyl]carbamate